ClC=1C=C(C=2N(N1)C(=CN2)F)[C@@H]2[C@H](C2)C2=CC=C1C3(C(N(C1=C2)CC(C)(F)F)=O)CC3 6'-((1S,2S)-2-(6-chloro-3-fluoroimidazo[1,2-b]pyridazin-8-yl)cyclopropyl)-1'-(2,2-difluoropropyl)spiro[cyclopropane-1,3'-indolin]-2'-one